(2R,3S)-N,N-bis(4-methoxybenzyl)-3-methylhex-5-ene-2-sulfonamide COC1=CC=C(CN(S(=O)(=O)[C@H](C)[C@H](CC=C)C)CC2=CC=C(C=C2)OC)C=C1